C1(CC1)COC=1C=C2C(=C(C(N(C2=CC1)C)=O)C(=O)N)N1CCC(CC1)C=1OC2=C(N1)C=C(C=C2)C 6-(cyclopropylmethoxy)-1-methyl-4-[4-(5-methyl-1,3-benzoxazol-2-yl)piperidin-1-yl]-2-oxo-1,2-dihydroquinoline-3-carboxamide